BrC=1C=C2CCCC(C2=CC1)Cl 6-bromo-1-chloro-1,2,3,4-tetrahydronaphthalene